FC=1C=C(C(=O)NC2CCOCC2)C=CC1C1=NC=C(C2=C1C=CN2)F 3-fluoro-4-(7-fluoro-1H-pyrrolo[3,2-c]pyridin-4-yl)-N-(tetrahydropyran-4-yl)benzamide